4-hydroxyphenethyl (3R,6S)-6-(4-hydroxybenzyl)-3-isobutyl-4,7-dioxo-8-((S)-1-oxo-1-(phenethylamino)-3-phenylpropan-2-yl)hexahydropyrazino[2,1-c][1,2,4]oxadiazine-1(6H)-carboxylate OC1=CC=C(C[C@H]2C(N(CC3N(O[C@@H](C(N32)=O)CC(C)C)C(=O)OCCC3=CC=C(C=C3)O)[C@H](C(NCCC3=CC=CC=C3)=O)CC3=CC=CC=C3)=O)C=C1